CC1=NN=C(O1)[C@H]1[C@@H](CC1)C=1NC(C2=C(N1)N(N=C2C#N)[C@@H](C)C=2C=NC(=CC2)C(F)(F)F)=O 6-((1R,2R)-2-(5-Methyl-1,3,4-oxadiazol-2-yl)cyclobutyl)-4-oxo-1-((S)-1-(6-(trifluoromethyl)pyridin-3-yl)ethyl)-4,5-dihydro-1H-pyrazolo[3,4-d]pyrimidin-3-carbonitril